C1(CC1)NC(CC1N(C(CC1)=O)CC1=CC(=C(C=C1)F)F)=O N-cyclopropyl-2-[1-[(3,4-difluorophenyl)methyl]-5-oxopyrrolidin-2-yl]acetamide